3-(5,5-difluoro-4-hydroxy-3-(methylsulfonyl)-4,5,6,7-tetrahydro-1H-indol-1-yl)-5-fluorobenzonitrile FC1(C(C=2C(=CN(C2CC1)C=1C=C(C#N)C=C(C1)F)S(=O)(=O)C)O)F